(P)-3-chloro-4-((5-fluoropyrimidin-4-yl)methoxy)-6''-(2-hydroxypropan-2-yl)-5',6-dimethyl-2H-[1,4':2',2''-terpyridin]-2-one ClC=1C(N(C(=CC1OCC1=NC=NC=C1F)C)C1=CC(=NC=C1C)C1=NC(=CC=C1)C(C)(C)O)=O